ClC1=CC=C(S1)CNC1=CC(=NN1C(C(C)(C)C)=O)C1NCCN(C1)CCN1CCOCC1 1-(5-{[(5-Chlorothiophen-2-yl)methyl]amino}-3-{4-[2-(morpholin-4-yl)ethyl]piperazin-2-yl}-1H-pyrazol-1-yl)-2,2-dimethylpropan-1-on